(R)-4-((1-(3-(difluoro(piperidin-4-yl)methyl)-2-fluorophenyl)ethyl)amino)-8-((7-iodoheptyl)oxy)-1-methyl-6-(tetrahydro-2H-pyran-4-yl)pyrido[3,4-d]pyridazin-7(6H)-one FC(C=1C(=C(C=CC1)[C@@H](C)NC1=NN=C(C=2C1=CN(C(C2OCCCCCCCI)=O)C2CCOCC2)C)F)(C2CCNCC2)F